FC(C)(C)C1=CC=C(C=N1)C1COC2=C(O1)C(=CC(=C2)CN2C=NC=1C2=NC=CC1)OC 3-((2-(6-(2-fluoropropan-2-yl)pyridin-3-yl)-8-methoxy-2,3-dihydrobenzo[b][1,4]dioxin-6-yl)methyl)-3H-imidazo[4,5-b]pyridine